8-(4-Cyclobutyl-piperazin-1-yl)-6,6-dimethyl-11-oxo-9-(tetrahydro-pyran-4-yloxy)-6,11-dihydro-5H-benzo[b]carbazole-3-carbonitrile C1(CCC1)N1CCN(CC1)C=1C(=CC2=C(C(C=3NC4=CC(=CC=C4C3C2=O)C#N)(C)C)C1)OC1CCOCC1